2-cyano(3,4,5-trimethoxyphenyl)-3-(3-(4-methyl-1H-imidazol-1-yl)propyl)guanidine C(#N)N=C(NC1=CC(=C(C(=C1)OC)OC)OC)NCCCN1C=NC(=C1)C